dimethyl-capramid platinum [Pt].CN(C(=O)CCCCCCCCC)C